6-amino-1-(4-chlorobenzyl)-2-mercapto-5-nitrosopyrimidin-4(1H)-one NC1=C(C(N=C(N1CC1=CC=C(C=C1)Cl)S)=O)N=O